4,7-dihydrothieno[2,3-c]pyridine-3,6(5H)-dicarboxylate S1C=C(C2=C1CN(CC2)C(=O)[O-])C(=O)[O-]